anti-beta-styrenesulfonyl chloride C(=CC1=CC=CC=C1)S(=O)(=O)Cl